C(#N)N1C(=NC2=C1C=CC=C2)C2=C(C=CC=C2)OC N-cyano-2-(2-methoxyphenyl)benzimidazole